Cl[Ru-4](=CC1=C(C=CC=C1)N(C)C)(=C1N(CCN1C1=C(C=CC=C1C(C)C)C(C)C)C1=C(C=CC=C1C(C)C)C(C)C)Cl dichloro[1,3-bis(2,6-diisopropylphenyl)-2-imidazolidinylidene][2-(N,N-dimethylamino)-phenylmethylene]ruthenium (II)